CC=1C=C(C=CC1Cl)CC(=O)C1=CC=CC=C1 3-methyl-4-chlorophenylacetophenone